C(C)OC=1C=C(C=C(C1)OCC)C1=CC(=NN1C1=C(C=CC=C1)C)CO [5-(3,5-Diethoxyphenyl)-1-(2-methylphenyl)-1H-pyrazol-3-yl]methanol